(3-glycidoxypropyl)-methyldiethoxysilane lithium 6-[4-(dibutylcarbamoyl)-1,5-dimethyl-1H-pyrrol-2-yl]-1,2,3,4-tetrahydroisoquinoline-2,7-dicarboxylate C(CCC)N(C(=O)C=1C=C(N(C1C)C)C=1C=C2CCN(CC2=CC1C(=O)[O-])C(=O)[O-])CCCC.[Li+].C(C1CO1)OCCC[Si](OCC)(OCC)C.[Li+]